O1C(=NC2=C1C=CC=C2)CC(=O)OCC ethyl α-(2-benzoxazolyl)acetate